O1CCCC2=CC=C(C=C12)N1CC[C@@]2(C1=NC1=CC(=C(C=C1C2=O)C)C)O (S)-(Chroman-7-yl)-3a-hydroxy-6,7-dimethyl-1,2,3,3a-tetrahydro-4H-pyrrolo[2,3-b]quinolin-4-one